(E)-N-(3-Methoxy-4-(pyridin-4-yldiazenyl)phenyl)picolinamide COC=1C=C(C=CC1\N=N\C1=CC=NC=C1)NC(C1=NC=CC=C1)=O